[PH2](OCC=NO)=O (2-(hydroxyimino) ethyl) phosphinate